3,4-diethoxy-1,2,5-thiadiazole 1,1-dioxide C(C)OC1=NS(N=C1OCC)(=O)=O